C[Hf](C1=C(C=CC=2C3=CC=C(C=C3CC12)C(C)(C)C)C(C)(C)C)(C1C=CC=C1)(=C(C)CCC=C)C dimethyl-(3-buten-1-yl)(methyl)methylene(cyclopentadienyl)(2,7-di-tert-butylfluorenyl)hafnium